N-(2-{5-[5-(trifluoromethyl)-1,2,4-oxadiazol-3-yl]pyridin-2-yl}-1-[3-(trifluoromethyl)phenyl]ethyl)butanamide FC(C1=NC(=NO1)C=1C=CC(=NC1)CC(C1=CC(=CC=C1)C(F)(F)F)NC(CCC)=O)(F)F